BrCC(=O)C1=CC=C(S1)C1CN(CC1)C(=O)OC(C)(C)C tert-butyl 3-(5-(2-bromoacetyl)thiophen-2-yl)pyrrolidine-1-carboxylate